2-((1H-pyrrolo[2,3-b]pyridin-5-yl)oxy)-4-(4-((6-(4-chlorophenyl)spiro[3.5]non-6-en-7-yl)methyl)piperazin-1-yl)-N-((7-nitro-2H-indazol-5-yl)sulfonyl)benzamide N1C=CC=2C1=NC=C(C2)OC2=C(C(=O)NS(=O)(=O)C1=CC3=CNN=C3C(=C1)[N+](=O)[O-])C=CC(=C2)N2CCN(CC2)CC2=C(CC1(CCC1)CC2)C2=CC=C(C=C2)Cl